CON1C=CC2=CC=CC=C12 1-Methoxy-1H-indole